1,3-bis({[1-(quinolin-6-yl)-1H-1,2,4-triazol-5-yl]methyl})urea N1=CC=CC2=CC(=CC=C12)N1N=CN=C1CNC(=O)NCC1=NC=NN1C=1C=C2C=CC=NC2=CC1